2-(1-Methoxyethyl)pyrrolo[2,3-b]pyridin COC(C)C1=CC=2C(=NC=CC2)N1